5-(1-(3,3-difluorocyclobutyl)-2-methyl-1H-imidazo[4,5-b]pyridin-6-yl)-N-(1-methylazetidin-3-yl)pyrrolo[2,1-f][1,2,4]triazin-2-amine FC1(CC(C1)N1C(=NC2=NC=C(C=C21)C=2C=CN1N=C(N=CC12)NC1CN(C1)C)C)F